3-(4-cyclopropyl-6-methoxypyrimidin-5-yl)-1-(difluoromethyl)-5-(5-(1-isopropyl-4-(trifluoromethyl)-1H-imidazol-2-yl)pyridin-2-yl)-4,5,6,7-tetrahydro-1H-pyrazolo[4,3-c]pyridine C1(CC1)C1=NC=NC(=C1C1=NN(C2=C1CN(CC2)C2=NC=C(C=C2)C=2N(C=C(N2)C(F)(F)F)C(C)C)C(F)F)OC